NC1=C2C(=NC=N1)N(N=C2C2=CC=C(C=C2)CNC(C2=C(C=CC=C2)OC)=O)[C@H]2C1CC1[C@@H](C2)O N-[[4-[4-amino-1-[(2R,4R)-4-hydroxy-2-bicyclo[3.1.0]hexanyl]pyrazolo[3,4-d]pyrimidin-3-yl]phenyl]methyl]-2-methoxy-benzamide